ClC1=C(C(C(=O)OC)=CC=C1)C(=O)OC Dimethyl 3-chlorophthalate